diisononyl-bismuth dithiocarbamate C(N)([S-])=S.C(CCCCCC(C)C)[Bi+]CCCCCCC(C)C